[7-methoxy-8-(2-methyl-propenyl)-1-thiophen-3-yl-1,4-dihydro-chromeno[4,3-c]pyrazol-3-yl]-methanone COC=1C(=CC2=C(C1)OCC1=C2N(N=C1C=O)C1=CSC=C1)C=C(C)C